F[C@H]1C[C@H](N2N=C(N=C21)S(=O)(=O)CC2(CC2)CO)C2=CC=CC=C2 [1-[[(5S,7S)-7-fluoro-5-phenyl-6,7-dihydro-5H-pyrrolo[1,2-b][1,2,4]triazol-2-yl]sulfonylmethyl]cyclopropyl]methanol